methyl 2-(3-(dimethylamino)-6-oxo-4-(2,2,2-trifluoroethoxy)pyridazin-1(6H)-yl)acetate CN(C1=NN(C(C=C1OCC(F)(F)F)=O)CC(=O)OC)C